C(#N)C=1C=C(C=C2C=CN(C(C12)=O)C1CCN(C2(CC2)C1)C(=O)OC(C)(C)C)C=1C=C(C=2N(N1)C=C(N2)C)C tert-butyl 7-(8-cyano-6-(2,8-dimethylimidazo[1,2-b]pyridazin-6-yl)-1-oxoisoquinolin-2(1H)-yl)-4-azaspiro[2.5]octane-4-carboxylate